C1CC12CN(CC2)C(=O)C2=CC=C(C=C2)C=2C=C(C=NC2)C2=CC=NC1=C2C=C2N1CCN(C2=O)C 4-(5-(4-(5-azaspiro[2.4]heptane-5-carbonyl)phenyl)pyridin-3-yl)-7-methyl-8,9-dihydropyrido[3',2':4,5]pyrrolo[1,2-a]pyrazin-6(7H)-one